FC(C1=CC=C(C=C1)C)(F)F 4-trifluoromethylphenylmethane